FC(C(=O)O)(F)F.C1N(CC12CNC2)C2=CC=C(C=N2)C2=CC(=C1CN(C(C1=C2)=O)C(C(=O)NC=2SC=CN2)C2=C1N(C=N2)CCC1)F 2-[6-[6-(2,6-diazaspiro[3.3]heptan-2-yl)-3-pyridyl]-4-fluoro-1-oxo-isoindolin-2-yl]-2-(6,7-dihydro-5H-pyrrolo[1,2-c]imidazol-1-yl)-N-thiazol-2-yl-acetamide, trifluoroacetic acid salt